2,4,6-tricarboxyl-1,3,5-trimethyl-benzene Tert-Butyl-4-(4-(3-chloropropoxy)phenyl)piperidine-1-carboxylate C(C)(C)(C)OC(=O)N1CCC(CC1)C1=CC=C(C=C1)OCCCCl.C(=O)(O)C1=C(C(=C(C(=C1C)C(=O)O)C)C(=O)O)C